(S)-2-(6-(sec-butylamino)-4-(3-((4-methyl-4H-1,2,4-triazol-3-yl)methyl)oxetan-3-yl)pyridin-2-yl)-4-(trifluoromethyl)isoindolin-1-one [C@H](C)(CC)NC1=CC(=CC(=N1)N1C(C2=CC=CC(=C2C1)C(F)(F)F)=O)C1(COC1)CC1=NN=CN1C